C(CCCCCCC)SCSC(C(=O)[O-])(C(CCCCCCCC)=O)CCCCCCCSCSCCCCCCCC (((octylthio)methyl)thio)-2-(7-(((octylthio)methyl)thio)heptyl)-3-oxoundecanoate